O1CCN(CC1)C1=C(C=C(C(=C1)N1CCOCC1)N1CCOCC1)N1CCOCC1 1,2,4,5-tetramorpholinobenzene